COC1=CC=C(C=N1)B(O)O (6-methoxy-3-pyridyl)boronic acid